C(C)(C)(C)OC(=O)N1CC(CCC1)COC1=NC=CN=C1C(F)(F)F.COCCCCCC 1-methoxyhexane tert-butyl-3-(((3-(trifluoromethyl)pyrazin-2-yl)oxy)methyl)piperidine-1-carboxylate